[14CH2]([C@@H](O)[C@@H](O)[C@H](O)[C@H](O)CO)O [14C]-Mannitol